(tert-butyl) 3'-ethyl 5',6'-dihydro-[2,4'-bipyridine]-1',3'(2'H)-dicarboxylate N1=C(C=CC=C1)C1=C(CN(CC1)C(=O)OC(C)(C)C)C(=O)OCC